CC1N(CC2=NNC=C21)C(=O)OCC2=CC=CC=C2 Benzyl 4-methyl-2,6-dihydropyrrolo[3,4-c]pyrazole-5(4H)-carboxylate